C(C1=CC=CC=C1)[N+](CCCCCCCCCCCC)(C)C benzyldimethyldodecylammonium